(R)-4-cyano-N-((2-(7-fluoro-1,2-dimethyl-1H-indol-4-yl)-1,6-naphthyridin-7-yl)methyl)-4-methylisochroman-6-carboxamide C(#N)[C@@]1(COCC2=CC=C(C=C12)C(=O)NCC1=NC=C2C=CC(=NC2=C1)C1=C2C=C(N(C2=C(C=C1)F)C)C)C